C(C)(C)(C)OC(=O)N1[C@@H]2CN([C@H](C1)CC2)C=2C1=C(N=C(N2)OCC2(CC2)CN2CCOCC2)CNCC1 (1S,4S)-5-(2-((1-(morpholinomethyl)cyclopropyl)methoxy)-5,6,7,8-tetrahydropyrido[3,4-d]pyrimidin-4-yl)-2,5-diazabicyclo[2.2.2]octane-2-carboxylic acid tert-butyl ester